N-(6-chloro-1-(3-(1-ethyl-2-oxo-1,2-dihydroquinolin-6-yl)prop-2-yn-1-yl)-3-methyl-2,4-dioxo-1,2,3,4-tetrahydropyrimidin-5-yl)-3-(p-tolyl)propanamide ClC1=C(C(N(C(N1CC#CC=1C=C2C=CC(N(C2=CC1)CC)=O)=O)C)=O)NC(CCC1=CC=C(C=C1)C)=O